C1(=CC=CC=C1)[C@H](C)NC=1C2=C(N=CN1)C=CC(=N2)O[C@@H]2CNCC2 N-((S)-1-Phenylethyl)-6-(((S)-pyrrolidin-3-yl)oxy)pyrido[3,2-d]pyrimidin-4-amine